acetamido-amide C(C)(=O)N[NH-]